((R)-2-((tert-butoxycarbonyl)amino)-4-phenylbutyl)-L-alanine C(C)(C)(C)OC(=O)N[C@@H](CN[C@@H](C)C(=O)O)CCC1=CC=CC=C1